ClC1=C(C=C2C=C(N=CC2=C1)NC(=O)C1CC12COCC2)N2CCN(CC2)C2(COCC2O)C Rac-N-(7-chloro-6-(4-(4-hydroxy-3-methyltetrahydrofuran-3-yl)piperazin-1-yl)isoquinolin-3-yl)-5-oxaspiro[2.4]heptane-1-carboxamide